CC1=CC2=C([C@H]3[C@H]4N1C[C@H](C4)C3)OC3=C2C=C(C=C3)O (2S,12R,12aS)-5-methyl-2,3,12,12a-tetrahydro-1H-2,12-methanobenzofuro[2,3-d]pyrrolo[1,2-a]azepin-8-ol